3-{[(2E)-3-phenylprop-2-en-1-yl]sulfanyl}-5-propyl[1,2,4]triazolo[4,3-a]pyrimidin-7(8H)-one C1(=CC=CC=C1)/C=C/CSC1=NN=C2N1C(=CC(N2)=O)CCC